BrC=1C(=CC(=C(C1)CO)NC)OC (5-bromo-4-methoxy-2-(methylamino)phenyl)methanol